FC=1C=CC=2N(C3=CC=C(C=C3C2C1)F)CCCN1C2=CC=CC=C2C=2C=C(C=CC12)F 1-(3,6-difluoro-9H-carbazol-9-yl)-3-(3-fluoro-9H-carbazol-9-yl)propan